3-(1-(3-(2-methoxyphenyl)propyl)pyrrolidin-3-yl)-1H-indole COC1=C(C=CC=C1)CCCN1CC(CC1)C1=CNC2=CC=CC=C12